C(C)(C)(C)OC(=O)N1C[C@H](CC1)C(=O)N([C@@H](C(C)C)C(=O)O)C N-((S)-1-(tert-butoxycarbonyl)pyrrolidine-3-carbonyl)-N-methyl-L-valine